COC=1C=C2C(=CC=NC2=CC1OC)OC=1C=CC(=NC1)NC(=O)C1=CN(C=C(C1=O)C1=CC=C(C=C1)F)C(C)C N-(5-((6,7-dimethoxyquinolin-4-yl)oxy)pyridin-2-yl)-5-(4-fluorophenyl)-1-isopropyl-4-oxo-1,4-dihydropyridin-3-carboxamide